4-(((3S,4R)-4-fluoropiperidin-3-yl)oxy)-N-(1-(oxetan-3-yl)-1H-pyrazol-4-yl)-7H-pyrrolo[2,3-d]pyrimidin-2-amine F[C@H]1[C@H](CNCC1)OC=1C2=C(N=C(N1)NC=1C=NN(C1)C1COC1)NC=C2